CN(C1=CC=C(CNCCNCC2=CC=C(C=C2)N(C)C)C=C1)C N,N'-di(4-(dimethylamino)benzyl)-1,2-ethanediamine